ClC=1C=CC(=NC1)OC(=O)N1C[C@@H](CC(C1)(F)F)N1C(CCC(C1)C)=O (3'r)-5',5'-difluoro-5-methyl-2-oxo[1,3'-bipiperidine]-1'-carboxylic acid 5-chloropyridin-2-yl ester